(3-(1,4-dimethyl-1H-1,2,3-triazol-5-yl)-5-(2-(2-methoxyethyl)-2,3-dihydrobenzofuran-3-yl)-5H-pyrido[3,2-b]indol-7-yl)propan-2-ol CN1N=NC(=C1C1=CC=2N(C=3C=C(C=CC3C2N=C1)CC(C)O)C1C(OC2=C1C=CC=C2)CCOC)C